ClC1=CC=CC=2N1N=C(C2)[C@H]2N(CCC1=C2N=CN1)C(=O)C=1OC(=NN1)C=1C(=NC=CC1)C (S)-(4-(7-chloropyrazolo[1,5-a]pyridin-2-yl)-6,7-dihydro-1H-imidazo[4,5-c]pyridin-5(4H)-yl)(5-(2-methylpyridin-3-yl)-1,3,4-oxadiazol-2-yl)methanone